4-[1-[(Z)-1-aminoprop-1-enyl]-5-(methyleneamino)pyrazol-4-yl]-N-(2-morpholinoethyl)benzamide N/C(=C/C)/N1N=CC(=C1N=C)C1=CC=C(C(=O)NCCN2CCOCC2)C=C1